O=C(CCN(CCC(=O)N(CCCCCCCCCCC)CCCCCCCCCCC)CCN(CCNCCN(CCC(=O)N)CCC(=O)NCCCCCCCCCCC)CCC(=O)NCCCCCCCCCCC)NCCCCCCCCCCC 4,7,13-tris(3-oxo-3-(undecylamino)propyl)-N,N-bisundecyl-4,7,10,13-tetraazahexadecane-1,16-diamide